ethyl 7-(((2H-tetrazol-5-yl)methoxy)methyl)imidazo[1,2-a]pyridine-3-carboxylate N=1NN=NC1COCC1=CC=2N(C=C1)C(=CN2)C(=O)OCC